(2R,5S)-2,5-dimethyl-4-(1-toluenesulfonyl-3-(trifluoromethyl)-1H-pyrrolo[3,2-c]pyridin-4-yl)piperazine-1-carboxylic acid tert-butyl ester C(C)(C)(C)OC(=O)N1[C@@H](CN([C@H](C1)C)C1=NC=CC2=C1C(=CN2S(=O)(=O)CC2=CC=CC=C2)C(F)(F)F)C